ClC1=CC=C(C=C1)C1=CC=C(C=C1)C1=CC=C(N1)C(=O)N (2S,5R)-5-[4-(4-chlorophenyl)phenyl]-1H-pyrrole-2-carboxamide